FC=1C(=C(C(=O)OCC)C=C(C1)[N+](=O)[O-])C=1C=NN(C1)CC1(CC1)C Ethyl 3-fluoro-2-{1-[(1-methylcyclopropyl) methyl]-1H-pyrazol-4-yl}-5-nitrobenzoate